(3R)-3-Amino-5-[(4-chlorophenyl)methyl]-8-fluoro-1,1-dioxo-7-[5-(2,2,2-trifluoroethyl)-1,3,4-oxadiazol-2-yl]-2,3-dihydro-1λ6,5-benzothiazepin-4-one N[C@H]1CS(C2=C(N(C1=O)CC1=CC=C(C=C1)Cl)C=C(C(=C2)F)C=2OC(=NN2)CC(F)(F)F)(=O)=O